C(C)(C)(C)OC(=O)N1CCC(=CC1)C=1C=2N(C=C(C1)C=1C=NN(C1)C)N=CC2 4-[6-(1-methylpyrazol-4-yl)pyrazolo[1,5-a]pyridin-4-yl]-3,6-dihydro-2H-pyridine-1-carboxylic acid tert-butyl ester